FC1([C@@H]([C@H](CCC1)N1CCN(CC1)C(C)C)NC(=O)N1CCC(CC1)C1=NC=C(C=N1)C)F |r| rac-N-{(1R,6S)-2,2-difluoro-6-[4-(propan-2-yl)piperazin-1-yl]cyclohexyl}-4-(5-methylpyrimidin-2-yl)piperidine-1-carboxamide